FC1=CC=C(C=C1)C1=CC(=C2C=C(NC2=C1)C(=O)NC[C@@H](CCCNC(OC(C)(C)C)=O)NC(OC(C)(C)C)=O)OC (R)-di-tert-butyl (5-(6-(4-fluorophenyl)-4-methoxy-1H-indole-2-carboxamido)pentane-1,4-diyl)dicarbamate